NC=1C=C2C(CNC(C2=CC1C)=O)(C)C 6-amino-4,4,7-trimethyl-2,3-dihydroisoquinolin-1-one